C#CCCCCCCCCCCCCCCCCC nonadecyne